bis(di-tertiary butyl-phosphino)-1,1'-binaphthyl C(C)(C)(C)P(C(C)(C)C)C=1C(=C(C2=CC=CC=C2C1)C1=CC=CC2=CC=CC=C12)P(C(C)(C)C)C(C)(C)C